CN1CCCC1=O (S)-1-Methyl-5-oxo-pyrrolidine